8-nitro-6-(trifluoromethyl)-4H-benzo[E][1,3]thiazin-4-one [N+](=O)([O-])C1=CC(=CC=2C(N=CSC21)=O)C(F)(F)F